1-(4-((4-((5-chloro-4-(3-fluoro-phenoxy)-2-methoxyphenyl)amino)-7-methoxy-quinazolin-6-yl)amino)piperidin-1-yl)prop-2-en-1-one ClC=1C(=CC(=C(C1)NC1=NC=NC2=CC(=C(C=C12)NC1CCN(CC1)C(C=C)=O)OC)OC)OC1=CC(=CC=C1)F